6,10-dioxooctahydro-6H-pyridazino[1,2-a][1,2]diazepine-1-(S)-carboxamide O=C1N2N(C(CCC1)=O)[C@@H](CCC2)C(=O)N